{1-[4-(dimethylamino)butyryl]azetidin-3-yl}methyl-carbamic acid benzyl ester C(C1=CC=CC=C1)OC(NCC1CN(C1)C(CCCN(C)C)=O)=O